(4-morpholino-benzoyl)-1-benzyl-1-dimethylamino-propane O1CCN(CC1)C1=CC=C(C(=O)C(CC)(N(C)C)CC2=CC=CC=C2)C=C1